(S)-(5-(tert-butyl)-1,3,4-oxadiazol-2-yl)(4-(6-methylpyrazolo[1,5-a]pyridin-2-yl)-6,7-dihydro-1H-imidazo[4,5-c]pyridin-5(4H)-yl)methanone C(C)(C)(C)C1=NN=C(O1)C(=O)N1[C@@H](C2=C(CC1)NC=N2)C2=NN1C(C=CC(=C1)C)=C2